C(C)(C)(C)OC(=O)N1CCC=2C=C(C(=NC2C1)OCC1=C(C=C(C=C1)Cl)F)N1C=NC=C1 2-((4-chloro-2-fluorobenzyl)oxy)-3-(1H-imidazol-1-yl)-5,8-dihydro-1,7-naphthyridine-7(6H)-carboxylic acid tert-butyl ester